N-[4-(4-chloro-1H-pyrazole-1-yl)-3-sulfamoylphenyl]-2-(2-methylphenyl)acetamide ClC=1C=NN(C1)C1=C(C=C(C=C1)NC(CC1=C(C=CC=C1)C)=O)S(N)(=O)=O